BrC1=C(C=C(NC2=NC=C(C(=N2)N[C@H]2[C@@H](CCCC2)C#N)C)C=C1C(F)(F)F)CO[Si](C)(C)C(C)(C)C (trans)-2-[[2-[4-bromo-3-[[tert-butyl(dimethyl)silyl]oxymethyl]-5-(trifluoromethyl)anilino]-5-methyl-pyrimidin-4-yl]amino]cyclohexanecarbonitrile